FC([C@@H]1C[C@@H](NCC1)C1=C(CN2C(NC(C3=C2C=CN3)=O)=C=S)C=CC=C1)F 1-(2-((2R,4S)-4-(difluoromethyl)piperidin-2-yl)benzyl)-2-thiocarbonyl-1,2,3,5-tetrahydro-4H-pyrrolo[3,2-d]pyrimidin-4-one